Ethyl 2-{2-[(tert-butoxycarbonyl)amino]ethyl}-5-(3,4-dichlorobenzoyl)-4,5,6,7-tetrahydro-2H-pyrazolo[4,3-c]pyridine-3-carboxylate C(C)(C)(C)OC(=O)NCCN1N=C2C(CN(CC2)C(C2=CC(=C(C=C2)Cl)Cl)=O)=C1C(=O)OCC